N-5-hexenyl-cyclohexanamine C(CCCC=C)NC1CCCCC1